(R)-N-((4-((4-(dimethylamino)-1-(phenylthio)butan-2-yl)amino)-3-nitrophenyl)sulfonyl)-4,4-difluorocyclohexane-1-carboxamide CN(CC[C@H](CSC1=CC=CC=C1)NC1=C(C=C(C=C1)S(=O)(=O)NC(=O)C1CCC(CC1)(F)F)[N+](=O)[O-])C